n-propyl 2-dimethylamino-α-cyanocinnamate CN(C1=C(C=C(C(=O)OCCC)C#N)C=CC=C1)C